(3S)-6-[3-(3,5-dichlorophenyl)-1,2,4-oxadiazol-5-yl]-2,2-dimethyl-3,4-dihydropyrano[2,3-b]pyridin-3-ol ClC=1C=C(C=C(C1)Cl)C1=NOC(=N1)C=1C=C2C(=NC1)OC([C@H](C2)O)(C)C